C(CCCCCCCC)(=O)OCCC1=CC=CC=C1 phenethyl pelargonate